C(C)OCCOCCOCCOC1=CC=C(C=C1)C[C@@H](C(=O)O)N1CCN(CCN(CCN(CC1)CC(=O)O)CC(=O)O)CC(=O)O (2S)-3-(4-{2-[2-(2-ethoxyethoxy)ethoxy]ethoxy}phenyl)-2-[4,7,10-tris(carboxymethyl)-1,4,7,10-tetraazacyclododecan-1-yl]propanoic acid